O=C1NC(CC[C@H]1C=1C=CC(=NC1)N1CCC(CC1)CN1CCC(CC1)C1=CC=C(C=C1)N1N=C(C(=C1)C=1C(=C(C=CC1)NS(=O)(=O)CCC)F)C1=CC=NC=C1)=O (S)-N-(3-(1-(4-(1-((1-(5-(2,6-dioxopiperidin-3-yl)pyridin-2-yl)piperidin-4-yl)methyl)piperidin-4-yl)phenyl)-3-(pyridin-4-yl)-1H-pyrazol-4-yl)-2-fluorophenyl)propane-1-sulfonamide